CNC(=S)NNC(=O)CC1(COCC1)C=1C=C(C=CC1)NC(OCC1=CC=CC=C1)=O benzyl N-[3-[3-([[(methylcarbamothioyl)amino]carbamoyl]-methyl)oxolan-3-yl]phenyl]carbamate